ethyl (5S)-2-[[(1R,2R)-2-fluorocyclopropanecarbonyl]amino]-5-[[2-methyl-5-(trifluoromethyl)pyrazol-3-yl]carbamothioylamino]-4,5,6,7-tetrahydrobenzothiophene-3-carboxylate F[C@H]1[C@H](C1)C(=O)NC=1SC2=C(C1C(=O)OCC)C[C@H](CC2)NC(NC=2N(N=C(C2)C(F)(F)F)C)=S